FC(C(=O)O)(F)F.C1(=CC=CC=C1)NC(C1=CC=C(C=C1)OC\C(=C\F)\CN)=O (E)-N-phenyl-4-((2-aminomethyl-3-fluoroallyl)oxy)-benzamide trifluoroacetate